(2,4-dimethoxybenzyl)amine COC1=C(CN)C=CC(=C1)OC